NC1=CC(=C(C(=O)N2CCN(CC2)C(CN(C)C)=O)C=C1)Cl 1-(4-(4-amino-2-chlorobenzoyl)piperazin-1-yl)-2-(dimethylamino)ethan-1-one